para-di-(2-hydroxy-2-propyl)benzene OC(C)(C)C1=CC=C(C=C1)C(C)(C)O